BrC=1C=C(C=2N(C1)N=CC2C(=O)NCC)OC 6-bromo-N-ethyl-4-methoxy-pyrazolo[1,5-a]pyridine-3-carboxamide